FC1(CNC2(C1O)CCCCC2)F 3,3-Difluoro-1-azaspiro[4.5]decan-4-ol